(2-chlorothiophen-3-yl)boronic acid ClC=1SC=CC1B(O)O